FC=1C(=C(C=CC1F)[C@H]1[C@@H](O[C@]([C@H]1C)(C(F)(F)F)C)C(=O)OC)OC |r| Methyl rac-(2R,3S,4S,5R)-3-(3,4-difluoro-2-methoxy-phenyl)-4,5-dimethyl-5-(trifluoromethyl)tetrahydrofuran-2-carboxylate